6-(4-((3-fluoro-4-(1H-pyrazol-4-yl)phenyl)amino)pyrimidin-2-yl)-N,N-dimethyl-1H-indole-2-carboxamide FC=1C=C(C=CC1C=1C=NNC1)NC1=NC(=NC=C1)C1=CC=C2C=C(NC2=C1)C(=O)N(C)C